diethylglyoxime C(C)C(C(=NO)CC)=NO